BrC=1C(=CC(=NC1)C(F)(F)F)C#N 5-bromo-2-(trifluorometh-yl)pyridine-4-carbonitrile